Methyl (1R,4S,5S)-3-bromo-5-hydroxy-7-oxabicyclo[2.2.1]hept-2-ene-2-carboxylate BrC1=C([C@H]2C[C@@H]([C@@H]1O2)O)C(=O)OC